tagaturonic acid OCC(=O)[C@@H](O)[C@@H](O)[C@H](O)C(=O)O